NCCCCOC1=C(C=C2C(=NC(=NC2=C1)N1CCN(CCC1)C)NC1CCN(CC1)C)OC 7-(4-aminobutoxy)-6-methoxy-2-(4-methyl-1,4-diazepan-1-yl)-N-(1-methylpiperidin-4-yl)quinazolin-4-amine